NCCOCCOCCOCCC(=O)N 3-[2-[2-(2-aminoethoxy)ethoxy]ethoxy]propanamide